(S)-(4-((3-(difluoromethoxy)-5-(trifluoromethyl)pyridin-2-yl)amino)-7,8-difluorochroman-4-yl)methanol FC(OC=1C(=NC=C(C1)C(F)(F)F)N[C@]1(CCOC2=C(C(=CC=C12)F)F)CO)F